NCC1(CN(C1)C(=O)OC(C)(C)C)C1=NC=C(C=C1)F tert-butyl 3-(aminomethyl)-3-(5-fluoropyridin-2-yl)azetidine-1-carboxylate